3-methoxyn-butyl acetate C(C)(=O)OCCC(C)OC